1-(methyl-d3)-3-(((3S,4R)-4-((tert-butyldiphenylsilyl)oxy)tetrahydrofuran-3-yl)oxy)-1H-pyrazol-4-amine C(N1N=C(C(=C1)N)O[C@H]1COC[C@H]1O[Si](C1=CC=CC=C1)(C1=CC=CC=C1)C(C)(C)C)([2H])([2H])[2H]